FC1=C(C=C(C(=C1)N1[C@H](CCC1)COC1=NC=CC=C1C)F)C(CC(=O)[O-])=O 3-[2,5-difluoro-4-[(2R)-2-[[(3-methylpyridin-2-yl) oxy] methyl] pyrrolidin-1-yl] phenyl]-3-oxopropionate